3-benzyl-1-(trans-4-((5-cyano-4-((1-(hydroxy-methyl)cyclopropyl)amino)-pyrimidin-2-yl)-amino)cyclohexyl)-1-(5-(1-methyl-1H-pyrazol-4-yl)-pyridin-2-yl)urea C(C1=CC=CC=C1)NC(N(C1=NC=C(C=C1)C=1C=NN(C1)C)[C@@H]1CC[C@H](CC1)NC1=NC=C(C(=N1)NC1(CC1)CO)C#N)=O